OC(CNC1=CC=C(C=C1)C(C)C)C=1NC(NC1)=O 4-[1-hydroxy-2-(4-isopropylphenylamino)ethyl]-1,3-dihydroimidazol-2-one